3-(4-{[4-(4-chlorophenoxy)phenyl]sulfamoyl}phenyl)-1-(pyridin-3-ylmethyl)urea ClC1=CC=C(OC2=CC=C(C=C2)NS(=O)(=O)C2=CC=C(C=C2)NC(NCC=2C=NC=CC2)=O)C=C1